3-Amino-8-chloro-6-ethynyl-4-(7-fluoro-1H-indazol-4-yl)-7-methyl-1H-1,5-naphthyridin-2-one NC=1C(NC2=C(C(=C(N=C2C1C1=C2C=NNC2=C(C=C1)F)C#C)C)Cl)=O